NC1=C2C(=NC=N1)N(N=C2C=2C(=NC(=NC2)OC)OC)C(C)C=2OC1=CC=CC=C1C(C2C2=CC(=CC=C2)F)=O 2-(1-(4-Amino-3-(2,4-dimethoxypyrimidin-5-yl)-1H-pyrazolo[3,4-d]pyrimidin-1-yl)ethyl)-3-(3-Fluorophenyl)-4H-chromen-4-one